C(CC)(=O)O.CCC(=O)CC propione propionate